C1(=CC=C(C2=CC=CC=C12)C=1C=C2C3=CC=C4C(=C3N(C2=CC1)C1=CC=CC=C1)C=CC=C4)C=4C=C1C2=CC=C3C(=C2N(C1=CC4)C4=CC=CC=C4)C=CC=C3 8,8'-(naphthalene-1,4-diyl)bis(11-phenyl-11H-benzo[a]carbazole)